ClC=1C=C(C=CC1)C(CO)NC(=O)C1=CN(C=C1)C1=NC(=NC=C1C)NC1=CC(=C(C=C1)F)N1CCNCC1 N-(1-(3-chlorophenyl)-2-hydroxyethyl)-1-(2-((4-fluoro-3-(piperazin-1-yl)phenyl)amino)-5-methylpyrimidin-4-yl)-1H-pyrrole-3-carboxamide